C(C=1C(O)=CC=CC1)=NC(CN)C N'-salicylidene-1,2-propanediamine